sodium 3,5-dimethyl-4-hexadecyloxy benzenesulfonate C1(=CC=CC=C1)S(=O)(=O)OOC(C(CC)C)C(CCCCCCCCCCC)C.[Na]